ClC1=C(C[C@@H]2N(OCC2)C2=CC(=NC=N2)NC=2C(=CC(=C(C2)NC(C=C)=O)N2CCC(CC2)N2C[C@H](N(CC2)C2CC2)C)OC)C=CC=C1F N-(5-((6-((S)-3-(2-chloro-3-fluorobenzyl)isoxazolidine-2-yl)pyrimidine-4-yl)amino)-2-(4-((R)-4-cyclopropyl-3-methylpiperazine-1-yl)piperidine-1-yl)-4-methoxyphenyl)acrylamide